methyl 4-bromo-3-((2,2-dimethoxyethyl)carbamoyl)benzoate BrC1=C(C=C(C(=O)OC)C=C1)C(NCC(OC)OC)=O